ethyl 3-(2-{[1-(3-chloro(2-pyridyl))-isopropyl]amino}pyrimidin-5-yl)isoxazole-5-carboxylate ClC=1C(=NC=CC1)C(C)(C)NC1=NC=C(C=N1)C1=NOC(=C1)C(=O)OCC